C[C@@H](CC(=O)NC[C@]12C[C@H](N[C@@H]2C1)C(=O)NC1=NC(=CC=C1C)C(F)(F)F)CCC=C(C)C (1R,3S,5R)-5-(((R)-3,7-Dimethyloct-6-enamido)methyl)-N-(3-methyl-6-(trifluoromethyl)pyridin-2-yl)-2-azabicyclo[3.1.0]hexane-3-carboxamide